4-(5-amino-4-carbamoyl-3-(2-phenylquinolin-7-yl)-1H-pyrazol-1-yl)piperidine-1-carboxylic acid tert-butyl ester C(C)(C)(C)OC(=O)N1CCC(CC1)N1N=C(C(=C1N)C(N)=O)C1=CC=C2C=CC(=NC2=C1)C1=CC=CC=C1